3-chloro-4-methoxy-6-[(pyridin-3-yl)oxy]pyridazine ClC=1N=NC(=CC1OC)OC=1C=NC=CC1